FC1=C2C=CN(C2=C(C=C1)C(=O)NC1CC2(CCC2)C1)CC1=CC=C(C=C1)OC(F)(F)F 6-(4-Fluoro-1-(4-(trifluoromethoxy)benzyl)-1H-indol-7-carboxamido)spiro[3.3]heptan